3-[(3-chloro-2-methoxyphenyl)amino]-2-[2-oxo-1H,3H-imidazo[4,5-b]pyridin-7-yl]-5H,6H,7H-pyrazolo[1,5-a]pyrazin-4-one ClC=1C(=C(C=CC1)NC=1C(=NN2C1C(NCC2)=O)C2=C1C(=NC=C2)NC(N1)=O)OC